2-(3-((2-methoxy-4-(methylsulfonyl)phenyl)amino)prop-1-yn-1-yl)-N-(1,4-dioxaspiro[4.5]decan-8-yl)-1-(2,2,2-trifluoroethyl)-1H-indol-4-amine COC1=C(C=CC(=C1)S(=O)(=O)C)NCC#CC=1N(C=2C=CC=C(C2C1)NC1CCC2(OCCO2)CC1)CC(F)(F)F